CC(=O)C1(CCC(=O)OC1)C(=O)C 4,4-dimethylcarbonyl-valerolactone